6-(1-methyl-1H-pyrazol-4-yl)-4-((1-methylpiperidin-4-yl)oxy)thieno[3,2-d]pyrimidine CN1N=CC(=C1)C1=CC=2N=CN=C(C2S1)OC1CCN(CC1)C